CC=1SC2=C(N1)C=CC(=C2)/C=C/C(=O)OCC Ethyl (E)-3-(2-methylbenzo[d]thiazol-6-yl)acrylate